(E)-N-(4-(1-(4-(4-(7-((2-(2,6-dioxopiperidin-3-yl)-1,3-dioxoisoindolin-4-yl)thio)heptanoyl)piperazin-1-yl)benzoyl)piperidin-4-yl)butyl)-3-(pyridin-3-yl)acrylamide O=C1NC(CCC1N1C(C2=CC=CC(=C2C1=O)SCCCCCCC(=O)N1CCN(CC1)C1=CC=C(C(=O)N2CCC(CC2)CCCCNC(\C=C\C=2C=NC=CC2)=O)C=C1)=O)=O